C[C@@H]1OC2=C(N(C1)C(=O)C1=NC(=NC=C1)N1N=C(N=C1)C(C)C)C=CC=C2C [(2S)-2,8-dimethyl-2,3-dihydro-1,4-benzoxazin-4-yl]-[2-(3-isopropyl-1,2,4-triazol-1-yl)pyrimidin-4-yl]methanone